3-(5-(5-hydroxypentyl)-2-methyl-4-oxoquinazolin-3(4H)-yl)piperidine OCCCCCC1=C2C(N(C(=NC2=CC=C1)C)C1CNCCC1)=O